COC(=O)C=1C=C2C(=CC=NC2=CC1)N1CCCC2=CC(=C(C=C12)C(F)F)C=1C=NN(C1)C 4-[7-(difluoromethyl)-6-(1-methylpyrazol-4-yl)-3,4-dihydro-2H-quinolin-1-yl]quinoline-6-carboxylic acid methyl ester